4-((4-((2-hydroxycyclopentyl)oxy)-5-methylpyrimidin-2-yl)amino)benzene-1-sulfonamide OC1C(CCC1)OC1=NC(=NC=C1C)NC1=CC=C(C=C1)S(=O)(=O)N